N'-((3,3-dimethyl-1,2,3,5,6,7-hexahydrodicyclopenta[b,e]pyridin-8-yl)carbamoyl)-6,7-dihydro-5H-pyrazolo[5,1-b][1,3]oxazine-3-sulfonimidamide CC1(CCC=2C1=NC1=C(C2NC(=O)N=S(=O)(N)C=2C=NN3C2OCCC3)CCC1)C